BrC1=C(N)C(=CC(=C1)O)Br 2,6-dibromo-4-hydroxyaniline